BrC1=C(C(=O)NC23CCC(CC2)(CC3)C(F)(F)F)C=C(C=C1)Cl 2-bromo-5-chloro-N-(4-(trifluoromethyl)bicyclo[2.2.2]oct-1-yl)benzamide